1,3,5-tri(3,5-di-tertiary butyl-4-hydroxybenzyl)isocyanuric acid C(C)(C)(C)C=1C=C(CN2C(=O)N(C(=O)N(C2=O)CC2=CC(=C(C(=C2)C(C)(C)C)O)C(C)(C)C)CC2=CC(=C(C(=C2)C(C)(C)C)O)C(C)(C)C)C=C(C1O)C(C)(C)C